NC1=CC=C(C=N1)N1C[C@H](CCC1)N(CC1=CC(=NC=C1)OC)CC1=CN2C3=C(C(=C(C=C3C1=O)F)F)OC[C@H]2C (R)-6-((((S)-1-(6-aminopyridin-3-yl)piperidin-3-yl)((2-methoxypyridin-4-yl)methyl)amino)methyl)-9,10-difluoro-3-methyl-2H-[1,4]oxazino[2,3,4-ij]quinolin-7(3H)-one